C[C@@H]1C([C@@H]1C)C(=O)O (1r,2S,3R)-2,3-dimethylcyclopropanecarboxylic acid